3-[3-(4-chloro-3,5-dimethylphenoxy)propyl]-1-[2-(piperazin-1-yl)ethyl]-7-(1,3,5-trimethyl-1H-pyrazol-4-yl)-1H-indole-2-carboxylic acid hydrochloride Cl.ClC1=C(C=C(OCCCC2=C(N(C3=C(C=CC=C23)C=2C(=NN(C2C)C)C)CCN2CCNCC2)C(=O)O)C=C1C)C